3,7,10-trimethyl-2,8,9-trioxa-5-aza-1-silabicyclo[3.3.3]undecan CC1O[SiH]2OC(CN(C1)CC(O2)C)C